1-[4-[5-chloro-6-oxo-4-[[tetrahydropyran-3-yl]methylamino]pyridazin-1-yl]cyclohexyl]-3-[2-[1,1-dimethylethyl(dimethyl)silyl]oxyethyl]benzimidazol-2-one ClC1=C(C=NN(C1=O)C1CCC(CC1)N1C(N(C2=C1C=CC=C2)CCO[Si](C)(C)C(C)(C)C)=O)NCC2COCCC2